7-(2-{5-[(3R,5R)-3-amino-5-fluoropiperidine-1-carbonyl]-7-methoxy-1-methyl-1H-1,3-benzodiazol-2-yl}-1-(cyclopropylmethyl)-1H-pyrrolo[2,3-b]pyridin-6-yl)-2,7-diazaspiro[3.5]nonan-1-one N[C@H]1CN(C[C@@H](C1)F)C(=O)C1=CC2=C(N(C(=N2)C2=CC=3C(=NC(=CC3)N3CCC4(CNC4=O)CC3)N2CC2CC2)C)C(=C1)OC